4-(1H-Benzo[d]imidazol-2-yl)aniline N1C(=NC2=C1C=CC=C2)C2=CC=C(N)C=C2